F[C@H]1C[C@H](N(C1)C)COC1=NC=2CC(CCC2C(=N1)N1[C@H](CN(CC1)C(=O)OC(C)(C)C)C)C1=CC(=CC2=CC=CC=C12)O tert-butyl (3S)-4-[2-[[(2S,4S)-4-fluoro-1-methyl-pyrrolidin-2-yl]methoxy]-7-(3-hydroxy-1-naphthyl)-5,6,7,8-tetrahydroquinazolin-4-yl]-3-methyl-piperazine-1-carboxylate